methyl 4-formylbicyclo[2.2.1]heptane-1-carboxylate C(=O)C12CCC(CC1)(C2)C(=O)OC